FC1=C(C=C(C=C1)N1N=CC2=CC(=CC=C12)N1CCC(CC1)OC)O 2-Fluoro-5-(5-(4-methoxypiperidin-1-yl)-1H-indazol-1-yl)phenol